C(C=C)(=O)O.FC12CC3CC(CC(C1)C3)C2 fluoroadamantane acrylate